O[C@@H](C1(CC1)C#N)[C@@H]1N2C(C3=CC=CC=C13)=CN=C2 1-((s)-hydroxy((R)-5H-imidazo[5,1-a]isoindol-5-yl)methyl)cyclopropane-1-carbonitrile